[SiH3][Si]([SiH3])([Si]([SiH2][SiH3])([SiH3])[SiH3])[SiH3] 2,2,3,3-tetrasilylpentasilane